C(C(=C)C)(=O)CO[Si](OC)(OC)C methacryloylmethyltrimethoxysilane